C[N+](C(C)C)(C(C)C)C.FC(C(C(C(C(C(C(C(F)(F)F)(F)F)(F)F)(F)F)(F)F)(F)F)(F)F)(S(=O)(=O)[O-])F perfluorooctanesulfonic acid dimethyldiisopropylammonium salt